chloro-4-vinyl-1,1'-biphenyl ClC1=C(C=CC(=C1)C=C)C1=CC=CC=C1